[Si](C)(C)(C(C)(C)C)OCC1=CC2=NC=CC(=C2S1)C=1C=C(C=C2CCCN(C12)[C@H]1C[C@](N(C1)C(=O)OC(C)(C)C)(C)COC)Cl (2R,4S)-tert-butyl 4-(8-(2-(((tert-butyldimethylsilyl)oxy)methyl)thieno[3,2-b]pyridin-7-yl)-6-chloro-3,4-dihydroquinolin-1(2H)-yl)-2-(methoxymethyl)-2-methylpyrrolidine-1-carboxylate